C(C)(C)(C)ON(CC(=O)O)C t-butoxy-N-methylglycine